(S)-1-(tert-butyl)-3-(1-(1-(3-chlorophenyl)ethyl)-7-fluoro-2-oxo-1,2-dihydroquinoxalin-6-yl)Urea C(C)(C)(C)NC(=O)NC=1C=C2N=CC(N(C2=CC1F)[C@@H](C)C1=CC(=CC=C1)Cl)=O